CC/C=C\C[C@@H](/C=C/C=C\C/C=C\C=C\[C@H](/C=C\CCCC(=O)O)O)O 7S,17S-dihydroxy-docosa-5Z,8E,10Z,13Z,15E,19Z-hexaenoic acid